3-trifluoromethyl-5-methoxy-5-butoxyPentenoic acid methyl ester COC(C=C(CC(OCCCC)OC)C(F)(F)F)=O